CC1=NC2=CC=CC(=C2C=C1)S(=O)(=O)C1CC12COC(C2)C(=O)N ((2-methylquinolin-5-yl)sulfonyl)-5-oxaspiro[2.4]heptane-6-carboxamide